ClC1=CC(=C(OCC(=O)NC(C)C)C=C1)C1=CC=C2C(=CN=NC2=C1)NCC1=C(C=C(C=C1)OC)OC 2-[4-chloro-2-[4-[(2,4-dimethoxyphenyl)methylamino]cinnolin-7-yl]phenoxy]-N-propan-2-ylacetamide